C(C)(=O)NC1=NC=CC(=C1)CN1CCN(CC1)C=1C=CC(=NC1F)C(=O)NC 5-(4-((2-acetamidopyridin-4-yl)methyl)piperazin-1-yl)-6-fluoro-N-methylpicolinamide